BrC=1N=C(N(C1C1=CC=NC=C1)C)C1CC1 4-(4-bromo-2-cyclopropyl-1-methyl-1H-imidazol-5-yl)pyridine